BrC(C)C(CC)=O 2-bromopentan-3-one